BrCCCCCCC(=O)N(CCCCCC)CCCCCC(=O)OCC(CCCCCCCC)CCCCCC 2-hexyldecyl 6-(7-bromo-N-hexylheptanamido)hexanoate